OC1=C(C=CC(=C1)OCCOCCOC)C=1SC[C@H](N1)[C@H]1CC[C@@H](N1C)C(=O)O (2R,5R)-5-((R)-2-(2-hydroxy-4-(2-(2-methoxyethoxy)ethoxy)phenyl)-4,5-dihydrothiazol-4-yl)-1-methylpyrrolidine-2-carboxylic acid